tert-butyl 4-((6-(2-amino-4-(methoxycarbonyl)phenyl)-2,2-difluoro-7-azaspiro[3.5]nonan-7-yl)methyl-d2)-5-methoxy-7-methyl-1H-indole-1-carboxylate NC1=C(C=CC(=C1)C(=O)OC)C1CC2(CC(C2)(F)F)CCN1C(C1=C2C=CN(C2=C(C=C1OC)C)C(=O)OC(C)(C)C)([2H])[2H]